3,17-bis[(2R)-3-amino-2-hydroxy-propoxy]-18-hydroxy-11-methyl-10,13-dioxo-9,12-diazatricyclo[13.3.1.12,6]icosa-1(18),2(20),3,5,15(19),16-hexaene-8-carboxylic acid NC[C@H](COC=1C=2C3=C(C(=CC(CC(NC(C(NC(CC(=CC1)C2)C(=O)O)=O)C)=O)=C3)OC[C@@H](CN)O)O)O